C1=CC=CC=2C3=CC=CC=C3C(C12)COC(=O)N([C@](C(=O)O)(CC1=CC=CC=C1)C)C (2S)-2-[9H-fluoren-9-ylmethoxycarbonyl(methyl)amino]-2-methyl-3-phenylpropanoic acid